3-Chloro-6,7-dihydro-5H-cyclopenta[c]pyridazine-4-carboxylic acid ethyl ester C(C)OC(=O)C=1C2=C(N=NC1Cl)CCC2